O=C1NC(CCC1NC1=CC(=C(C=C1)N1CCC(CC1)CC(=O)O)C(F)(F)F)=O 2-[1-[4-[(2,6-dioxo-3-piperidinyl)amino]-2-(trifluoromethyl)phenyl]-4-piperidinyl]acetic acid